6-(3-(5-(1-(3-ethoxycyclobutyl)piperidin-4-yl)pyridin-2-yl)-4-isopropyl-1H-pyrazol-5-yl)-8-methoxy-[1,2,4]triazolo[1,5-a]pyridine C(C)OC1CC(C1)N1CCC(CC1)C=1C=CC(=NC1)C1=NNC(=C1C(C)C)C=1C=C(C=2N(C1)N=CN2)OC